N-(3-((2,2'-dimethyl-3'-(4,5,6,7-tetrahydrothiazolo[5,4-c]pyridin-2-yl)-[1,1'-biphenyl]-3-yl)oxy)propyl)acetamide hydrochloride Cl.CC1=C(C=CC=C1OCCCNC(C)=O)C1=C(C(=CC=C1)C=1SC=2CNCCC2N1)C